BrC=1C=C(C=CC1)C(C(=O)O)N1C(C=C(C(=C1)CCN1CC(C1)F)C(F)(F)F)=O (3-bromophenyl)({5-[2-(3-fluoroazetidin-1-yl)ethyl]-2-oxo-4-(trifluoromethyl)pyridin-1-yl})acetic acid